FC=1C=C(C=C(C1)F)NC1=NC2=C(C=C(C=C2C(N1)=O)C)C 2-((3,5-difluorophenyl)amino)-6,8-dimethylquinazolin-4(3H)-one